[3-[(2-chloro-4-fluoro-phenoxy)methyl]azetidin-1-yl]-[4-(5-methyloxazolo[4,5-b]pyridin-2-yl)piperazin-1-yl]methanone ClC1=C(OCC2CN(C2)C(=O)N2CCN(CC2)C=2OC=3C(=NC(=CC3)C)N2)C=CC(=C1)F